C(C)N1CCC(C12CCOCC2)C2=CC=1C(=NC=CC1NC=1C(=CC3=C(N=CS3)C1F)F)S2 N-(2-(1-ethyl-8-oxa-1-azaspiro[4.5]decan-4-yl)thieno[2,3-b]pyridin-4-yl)-4,6-difluorobenzo[d]thiazol-5-amine